(S)-N-(5-(2-(1-cyclopropylethyl)-7-(ethyl-(4-methoxybenzyl)amino)-1-oxoisoindol-5-yl)-1-methyl-1H-pyrazol-3-yl)acetamide C1(CC1)[C@H](C)N1C(C2=C(C=C(C=C2C1)C1=CC(=NN1C)NC(C)=O)N(CC1=CC=C(C=C1)OC)CC)=O